FC=1C=2N(C=C(C1)C1=CC3=C(C=N1)N=C(S3)N(C3CC1CCCC(C3)N1C)C)C=C(N2)C 6-(8-fluoro-2-methylimidazo[1,2-a]pyridin-6-yl)-N-methyl-N-(9-methyl-9-azabicyclo[3.3.1]non-3-yl)[1,3]thiazolo[4,5-c]pyridin-2-amine